N-(3-acetyl-phenyl)-N-[2-(1H-tetrazol-5-yl)-phenyl]urea C(C)(=O)C=1C=C(C=CC1)N(C(=O)N)C1=C(C=CC=C1)C1=NN=NN1